FC([C@@H]1N(CC1)C1=NC(=CC(=N1)C=1C=NN(C1)CC(=O)N1CCNCC1)C(F)F)F 2-(4-{2-[(R)-2-(difluoromethyl)-1-azetidinyl]-6-(difluoromethyl)-4-pyrimidinyl}-1-pyrazolyl)-1-(1-piperazinyl)-1-ethanone